methyl 5-amino-4-[6-methyl-7-oxo-1-(p-tolylsulfonyl)pyrrolo[2,3-c]pyridin-4-yl]-2-(methylsulfonylmethyl)benzoate NC=1C(=CC(=C(C(=O)OC)C1)CS(=O)(=O)C)C=1C2=C(C(N(C1)C)=O)N(C=C2)S(=O)(=O)C2=CC=C(C=C2)C